N-(6-methoxy-2-methyl-1,2,3,4-tetrahydroisoquinolin-7-yl)-7-(3-methyl-5,6-dihydro[1,2,4]triazolo[4,3-a]pyrazin-7(8H)-yl)quinazolin-2-amine COC=1C=C2CCN(CC2=CC1NC1=NC2=CC(=CC=C2C=N1)N1CC=2N(CC1)C(=NN2)C)C